4-(2-{[(1R)-5-[2-(2-aminopyridin-3-yl)-5-phenylimidazo[4,5-b]pyridin-3-yl]-2,3-dihydro-1H-inden-1-yl]amino}ethyl)-2-hydroxybenzaldehyde NC1=NC=CC=C1C1=NC=2C(=NC(=CC2)C2=CC=CC=C2)N1C=1C=C2CC[C@H](C2=CC1)NCCC1=CC(=C(C=O)C=C1)O